BrC1=C2C(=CN=C1)OC(=C2)C=2C=NC=CC2 4-bromo-2-(pyridin-3-yl)furo[2,3-c]pyridine